[Co](Cl)(Cl)Cl.[N+](=O)([O-])C(CCCC)=N nitropentanimine cobalt (III) chloride